ClC=1C=C2C(=CC(=C(C2=CC1)OC(C(=C)C)=O)OC)O 6-chloro-2-methoxy-4-hydroxy-1-methacryloyloxynaphthalene